2-(1-(cyclopentylmethyl)-5-(quinolin-6-yl)-1H-indol-3-yl)acetic acid C1(CCCC1)CN1C=C(C2=CC(=CC=C12)C=1C=C2C=CC=NC2=CC1)CC(=O)O